4,4,5,5-tetramethyl-2-{3-[6-(9,9-dimethyl-9H-fluoren-2-yl)pyrimidin-4-yl]phenyl}-1,3,2-dioxaborolane CC1(OB(OC1(C)C)C1=CC(=CC=C1)C1=NC=NC(=C1)C1=CC=2C(C3=CC=CC=C3C2C=C1)(C)C)C